C(CC)S(=O)(=O)OCN aminomethyl propyl-sulfonate